3-[(dimethylamino)methyl]-1-({4-[(2-fluoro-4-iodophenyl)amino]-3-thienyl}carbonyl)azetidin-3-ol CN(C)CC1(CN(C1)C(=O)C1=CSC=C1NC1=C(C=C(C=C1)I)F)O